FC(C(=O)N1CC(C1)N1N=C(C=2C1=NC=CC2)C2=CC=C(C=C2)OC(F)(F)F)=C 2-fluoro-1-(3-(3-(4-(trifluoro-methoxy)phenyl)-1H-pyrazolo-[3,4-b]pyridin-1-yl)azetidin-1-yl)prop-2-en-1-one